FC=1C=C(C=C(C1)F)C1=CC(=CC=C1)C 3',5'-difluoro-3-methyl-[1,1'-biphenyl]